C1(CCCC1)N1CCN(CC1)C1CCN(CC1)C1=C(C=C(C(=C1)OC)NC1=NC=NC(=C1)N1OCC[C@@H]1C1=C(C=C(C=C1)F)F)NC(C=C)=O N-(2-(4-(4-cyclopentylpiperazine-1-yl)piperidine-1-yl)-5-((6-((R)-3-(2,4-difluorophenyl)isoxazolidine-2-yl)pyrimidine-4-yl)amino)-4-methoxyphenyl)acrylamide